CC=1C(=C(C=C(C1)C(F)(F)F)O)C1=CC=C2C(=N1)N=C(O2)N2[C@@H]1[C@@H](OCC2)CNC1 |r| 3-Methyl-2-[2-[rac-(4aS,7aS)-3,4a,5,6,7,7a-hexahydro-2H-pyrrolo[3,4-b][1,4]oxazin-4-yl]oxazolo[4,5-b]pyridin-5-yl]-5-(trifluoromethyl)phenol